N-[3-[[2-(benzimidazol-1-yl)thiazolo[5,4-d]pyrimidin-7-yl]amino]-2,4,5-trifluoro-phenyl]-2,3-dichloro-benzenesulfonamide N1(C=NC2=C1C=CC=C2)C=2SC=1N=CN=C(C1N2)NC=2C(=C(C=C(C2F)F)NS(=O)(=O)C2=C(C(=CC=C2)Cl)Cl)F